(S)-9-Oxo-8-(5-(2-phenoxyphenyl)-1H-pyrazol-3-yl)octahydro-2H-pyrazino[1,2-a]pyrazin O=C1N(CCN2[C@H]1CNCC2)C2=NNC(=C2)C2=C(C=CC=C2)OC2=CC=CC=C2